methoxypiperazin CON1CCNCC1